ClC1=CC=C2C(=CC(=NC2=C1Cl)N(CCN(S(=O)(=O)C)CCC(=O)O)C)N1C=NC=C1 3-(N-(2-((7,8-dichloro-4-(1H-imidazol-1-yl)quinolin-2-yl)(methyl)amino)ethyl)methylsulfonamido)propanoic acid